2-(1H-indol-3-yl)ethan-1-aminium acetate C(C)(=O)[O-].N1C=C(C2=CC=CC=C12)CC[NH3+]